(1R,4R)-N4-[2-(3-{[2-methoxy-4-(trifluoro-methyl)phenyl]amino}prop-1-yn-1-yl)-1-(2,2,2-trifluoroethyl)-1H-indol-4-yl]-N1,N1-dimethylcyclohexane-1,4-diamine COC1=C(C=CC(=C1)C(F)(F)F)NCC#CC=1N(C2=CC=CC(=C2C1)NC1CCC(CC1)N(C)C)CC(F)(F)F